C(CC)OC(CCCCCCCCCCCCCCCCCCCCC)=O.NC=1C(=NC(=CC1NC1=CC=C(CCN2C(C3=CC=CC=C3C2=O)=O)C=C1)C)C 2-(4-((3-amino-2,6-dimethylpyridin-4-yl)amino)phenethyl)isoindoline-1,3-dione propyl-docosanoate